C(C)(C)N1C(=NN=C1)C=1C(=NC=CC1)C(=O)O (4-isopropyl-4H-1,2,4-triazol-3-yl)o-picolinic acid